C1(=CC=CC=C1)C1(CC(=NO1)C(=O)NS(=O)(=O)C1=CC=C(C)C=C1)C1=CC=CC=C1 5,5-diphenyl-N-p-toluenesulfonyl-4,5-dihydroisoxazole-3-carboxamide